FC(C(=O)O)(F)F.ClC=1C=C2C(=CC(=NC2=CC1)C(F)(F)F)N[C@@H]1C[C@@H](CCC1)NC1=NC=CN=C1C=1C=NN(C1)C (1S,3R)-N1-(6-chloro-2-(trifluoromethyl)quinolin-4-yl)-N3-(3-(1-methyl-1H-pyrazol-4-yl)pyrazin-2-yl)cyclohexane-1,3-diamine trifluoroacetate